(2-methylbenzo[d]thiazol-5-yl)methanol CC=1SC2=C(N1)C=C(C=C2)CO